2-Amino-N-(tert-butyl)-5-chloro-3-methylbenzamide NC1=C(C(=O)NC(C)(C)C)C=C(C=C1C)Cl